5-carbonyl-pyrrolidine-2-formaldehyde C(=O)=C1CCC(N1)C=O